N(=[N+]=[N-])CCCCCCC(S(=O)[O-])(F)F.[Na+] sodium 7-azido-1,1-difluoroheptane-1-sulfinate